(3-bromo-6-fluoro-2-nitrophenyl)(2-chloro-5-fluorophenyl)methanol BrC=1C(=C(C(=CC1)F)C(O)C1=C(C=CC(=C1)F)Cl)[N+](=O)[O-]